N-cyclohexyl-5-(imidazo[1,2-a]pyrimidin-6-yl)-4-methoxypyrrolo[2,1-f][1,2,4]triazin-2-amine C1(CCCCC1)NC1=NN2C(C(=N1)OC)=C(C=C2)C=2C=NC=1N(C2)C=CN1